1-((2,3-dihydro-1H-pyrrolo[2,3-b]pyridin-4-yl)methyl)-5,5-dimethyl-3-(4-(1-(trifluoromethyl)cyclopropyl)phenyl)imidazolidine-2,4-dione N1CCC=2C1=NC=CC2CN2C(N(C(C2(C)C)=O)C2=CC=C(C=C2)C2(CC2)C(F)(F)F)=O